(S)-6-(1-(1-(3-(cyanomethyl)piperazine-1-carbonyl)piperidin-4-yl)-1H-pyrazol-4-yl)-4-methoxypyrazolo[1,5-a]pyridine-3-carbonitrile C(#N)C[C@H]1CN(CCN1)C(=O)N1CCC(CC1)N1N=CC(=C1)C=1C=C(C=2N(C1)N=CC2C#N)OC